5-[(1R)-1-(3,5-dichloro-4-pyridyl)ethoxy]-3-[6-(1-methylsulfonyl-1,6-diazaspiro[3.3]heptan-6-yl)-3-pyridyl]-1H-indazole ClC=1C=NC=C(C1[C@@H](C)OC=1C=C2C(=NNC2=CC1)C=1C=NC(=CC1)N1CC2(CCN2S(=O)(=O)C)C1)Cl